9,9'-(4-([1,1':3',1''-terphenyl]-5'-yl)-2,6-di(9H-carbazol-9-yl)pyridine-3,5-diyl)bis(9H-carbazole-3,6-dicarbonitrile) C1(=CC=CC=C1)C1=CC(=CC(=C1)C1=C(C(=NC(=C1N1C2=CC=C(C=C2C=2C=C(C=CC12)C#N)C#N)N1C2=CC=CC=C2C=2C=CC=CC12)N1C2=CC=CC=C2C=2C=CC=CC12)N1C2=CC=C(C=C2C=2C=C(C=CC12)C#N)C#N)C1=CC=CC=C1